N-(2-chloro-4-(trifluoromethyl)phenyl)-1-(4-((1-(2-(2,6-dioxopiperidin-3-yl)-1,3-dioxoisoindolin-5-yl)azetidin-3-yl)ethynyl)-1H-imidazol-1-yl)cyclobutane-1-carboxamide trifluoroacetate FC(C(=O)O)(F)F.ClC1=C(C=CC(=C1)C(F)(F)F)NC(=O)C1(CCC1)N1C=NC(=C1)C#CC1CN(C1)C=1C=C2C(N(C(C2=CC1)=O)C1C(NC(CC1)=O)=O)=O